tert-butyl (3R)-3-methyl-6-(trifluoromethylsulfonyloxy)-3,4-dihydro-2H-pyridine-1-carboxylate C[C@H]1CN(C(=CC1)OS(=O)(=O)C(F)(F)F)C(=O)OC(C)(C)C